COC(=O)C1=CC=C(C2=C(N(N=C12)COCC[Si](C)(C)C)O)OC hydroxy-4-methoxy-2-((2-(trimethylsilyl)ethoxy)methyl)-2H-indazole-7-carboxylic acid methyl ester